(5-cyclopropyl-1H-pyrazole-3-yl)-2-(4-(2-fluorophenyl)-3,6-dihydropyridin-1(2H)-yl)quinazolin-4-amine C1(CC1)C1=CC(=NN1)C1=C2C(=NC(=NC2=CC=C1)N1CCC(=CC1)C1=C(C=CC=C1)F)N